[Y].OC(C(CC(C)=O)=O)(O)O trihydroxy-2,4-pentanedione yttrium